3-[5-(Piperidine-1-carbonyl)-1,3-thiazol-2-yl]pyrazin N1(CCCCC1)C(=O)C1=CN=C(S1)C=1C=NC=CN1